C(C)C1=NN(C(C2=CC=C(C=C12)N1N=C(N(C1=O)CC)CO)=O)C1=CC(=CC=C1)F 4-Ethyl-6-(4-ethyl-3-(hydroxymethyl)-5-oxo-4,5-dihydro-1H-1,2,4-triazol-1-yl)-2-(3-fluorophenyl)phthalazin-1(2H)-one